2-(methoxyimino)-3-((1-methyl-1H-pyrazol-4-yl)methyl)-N-(1-methylcyclopropyl)-8-(3-methylpiperazin-1-yl)-4-oxo-1,2,3,4-tetrahydroquinazoline-6-sulfonamide CON=C1NC2=C(C=C(C=C2C(N1CC=1C=NN(C1)C)=O)S(=O)(=O)NC1(CC1)C)N1CC(NCC1)C